rac-trans-tert-butyl 3-hydroxy-3-methyl-4-((4-(methylsulfonyl)phenoxy)methyl)pyrrolidine-1-carboxylate O[C@@]1(CN(C[C@H]1COC1=CC=C(C=C1)S(=O)(=O)C)C(=O)OC(C)(C)C)C |r|